BrC=1C(=CC(=C(C1)NC(C1=CN=C(C=C1C(F)(F)F)OCC[Si](C)(C)C)=O)N1C[C@H](N([C@@H](C1)C)C)C)F N-(5-bromo-4-fluoro-2-((3R,5R)-3,4,5-trimethylpiperazin-1-yl)phenyl)-4-(trifluoromethyl)-6-(2-(trimethylsilyl)ethoxy)nicotinamide